5,10,10,11-tetramethylspiro[5.5]undec-3-en-11-ol CC1C=CCCC12CCCC(C2(O)C)(C)C